tert-butyl (1-(2-(azetidin-3-yloxy)acetyl)piperidin-4-yl)carbamate N1CC(C1)OCC(=O)N1CCC(CC1)NC(OC(C)(C)C)=O